(4-methyl-1-((5-nitro-1-p-toluenesulfonyl-1H-pyrrolo[2,3-b]pyridine-4-yl)amino)piperidine-4-yl)methyl methanesulfonate CS(=O)(=O)OCC1(CCN(CC1)NC1=C2C(=NC=C1[N+](=O)[O-])N(C=C2)S(=O)(=O)C2=CC=C(C)C=C2)C